FC(OC=1C=C(CNC(C)=O)C=CC1)(F)F N-(3-(trifluoromethoxy)benzyl)acetamide